CC=1N=C(C2=C(N1)C=NC(=C2)N2C[C@@H](CC2)NC(C)=O)N[C@H](C)C2=CC=C(C=C2)C N-[(3R)-1-(2-methyl-4-{[(1R)-1-(4-methylphenyl)ethyl]amino}pyrido[3,4-d]pyrimidin-6-yl)pyrrolidin-3-yl]acetamide